9,10-bis(n-butoxycarbonylpentyleneoxy)anthracene C(CCC)OC(=O)CCCCCOC=1C2=CC=CC=C2C(=C2C=CC=CC12)OCCCCCC(=O)OCCCC